C(C=CC1=CC=CC=C1)(=O)NCCC1=CC=C(C=C1)O Cinnamoyl-tyramine